N-[3-(trimethoxysilyl)propyl]aniline methyl-3-[bis(tert-butoxycarbonyl)amino]-6-(1-ethoxyvinyl)-5-(trifluoromethyl)pyridine-2-carboxylate COC(=O)C1=NC(=C(C=C1N(C(=O)OC(C)(C)C)C(=O)OC(C)(C)C)C(F)(F)F)C(=C)OCC.CO[Si](CCCNC1=CC=CC=C1)(OC)OC